17α-acetoxy-6-chloro-15β-hydroxy-2-oxa-4,6-pregnadiene-3,20-dione C(C)(=O)O[C@]1(C(C)=O)C[C@H]([C@H]2[C@@H]3C=C(C4=CC(OC[C@]4(C)[C@H]3CC[C@]12C)=O)Cl)O